N[C@@H](C(C)C)C(=O)OC=1C=CC2=C(C1)OC(C=1C2N2N(CC1)C(N(C2=O)C2=CC=C(C=C2)C(C)=O)=O)(C)C 2-(4-acetylphenyl)-7,7-dimethyl-1,3-dioxo-2,3,5,12b-tetrahydro-1H,7H-chromeno[4,3-c][1,2,4]triazolo[1,2-a]pyridazin-10-yl L-valinate